C1(CC1)N1CC(C1)(F)[C@@](C=1C=C(C=NC1)C1=NOC(=N1)C(C)(C)O)(C1=CC=C(C=C1)C(C)C)O 2-(3-{5-[(S)-(1-cyclopropyl-3-fluoro-azetidin-3-yl)-hydroxy-(4-isopropyl-phenyl)-methyl]-pyridin-3-yl}-[1,2,4]Oxadiazol-5-yl)-propan-2-ol